C(C)N([C@@H]1CC[C@H](CC1)C1(OC=2C(=C(C=3CCN(C(C3C2C)=O)CC=2C(NC(=CC2OC)C)=O)C)O1)C)C 2-(trans-4-(ethyl(methyl)amino)cyclohexyl)-6-((4-methoxy-6-methyl-2-oxo-1,2-dihydropyridin-3-yl)methyl)-2,4,9-trimethyl-7,8-dihydro-[1,3]dioxolo[4,5-g]isoquinolin-5(6H)-one